pyridinium thienyl-benzene S1C(=CC=C1)C1=CC=CC=C1.[NH+]1=CC=CC=C1